4-amino-1-(2-(trifluoromethyl)benzyl)pyrrolidin-2-one NC1CC(N(C1)CC1=C(C=CC=C1)C(F)(F)F)=O